FC=1C=C(C=C(C1)F)C(C(=O)N1CC2=C(N=C(NC2=O)C(C)(C)C2=CC=CC=C2)CC1)O 6-(2-(3,5-difluorophenyl)-2-hydroxyacetyl)-2-(2-phenylprop-2-yl)-5,6,7,8-tetrahydropyrido[4,3-d]pyrimidin-4(3H)-one